N1=CN=C(C2=C1NC=C2)C2=CC(=C(CC1=C(C(=O)N)C=CC(=C1)C(C)(C)C)C=C2)C(F)(F)F (4-(7H-pyrrolo[2,3-d]pyrimidin-4-yl)-2-(trifluoromethyl)benzyl)-4-(tert-butyl)benzamide